ClC1=NC=C(C(=C1)C1=C(C=NC(=C1)C)C(=O)NC=1SC(=NN1)C(N(C)C)=O)OC 2'-chloro-N-[5-(dimethylcarbamoyl)-1,3,4-thiadiazol-2-yl]-5'-methoxy-6-methyl-[4,4'-bipyridine]-3-carboxamide